The molecule is a macrocyclic lactam with oximo amide groups having a -E,E configuration. Isolated from the marine sponge Ianthella, it has been shown to exhibit calcium channel modulatory activity. It has a role as a metabolite and a calcium channel modulator. It is an organobromine compound, a polyphenol, a lactam, a macrocycle, a ketoxime and a cyclic ether. C1CNC(=O)/C(=N/O)/CC2=CC(=C(C(=C2)Br)OC3=C(C(=CC(=C3)C/C(=N\\O)/C(=O)NCCC4=CC(=C(C(=C4)Br)O)OC5=C(C=C1C=C5)Br)Br)O)Br